[IH]1OCC2=C1C=CC=C2 Benziodoxol